ethyl 2-methyl-5-(phenylethynyl)benzofuran-3-carboxylate CC=1OC2=C(C1C(=O)OCC)C=C(C=C2)C#CC2=CC=CC=C2